(2R,3R,4R,5S)-3,4,5-tris(benzyloxy)-2-((benzyloxy)methyl)-1-(2-(thiophen-3-yl)ethyl)piperidine C(C1=CC=CC=C1)O[C@@H]1[C@H](N(C[C@@H]([C@H]1OCC1=CC=CC=C1)OCC1=CC=CC=C1)CCC1=CSC=C1)COCC1=CC=CC=C1